FC1=CC=C(C=C1)C=1N(C2=CC=CC=C2C1C[C@]1(CC(C2=CC=CC=C12)=O)C)S(=O)(=O)C (S)-3-((2-(4-fluorophenyl)-1-(methylsulfonyl)-1H-indol-3-yl)methyl)-3-methyl-2,3-dihydro-1H-inden-1-one